Isobutyryl-5'-O-(4,4'-dimethoxytrityl)-2'-deoxyguanosine C(C(C)C)(=O)[C@@]1(C[C@H](O)[C@@H](COC(C2=CC=C(C=C2)OC)(C2=CC=C(C=C2)OC)C2=CC=CC=C2)O1)N1C=NC=2C(=O)NC(N)=NC12